C(C1=CC=CC=C1)OC=1C=CC(=NC1C1OCCO1)NCCN1CCCCC1 5-(benzyloxy)-6-(1,3-dioxolan-2-yl)-N-(2-(piperidin-1-yl)ethyl)pyridin-2-amine